[Li].FC(C1=NN=C(O1)C1=CN=C(S1)CN(S(=O)(=O)C)C1=NC(=CC=C1)C(F)F)F N-({5-[5-(difluoromethyl)-1,3,4-oxadiazol-2-yl]-1,3-thiazol-2-yl}methyl)-N-[6-(difluoromethyl)pyridin-2-yl]methanesulfonamide lithium